N1=CC=CC2=CC=C3C(=C12)C=CC=C3 benzo[5,6]Quinoline